COC(CNCC1=CCC(C=C1)=S(=O)=O)OC (2,2-dimethoxyethyl)[(4-sulfonylphenyl)methyl]amine